BrCC(=O)C1=CC2=CC=CC=C2C=C1 2-(2-bromoacetyl)naphthalene